5-(2-o-tolyl-ethylamino)-benzoic acid C1(=C(C=CC=C1)CCNC=1C=CC=C(C(=O)O)C1)C